C(C)C1=C(C(=O)NC2=CC=C(C=C2)C=2C3=C(NC(CN2)=O)C2=CC=CC=C2C=C3)C=CC=N1 2-ethyl-N-[4-(2-oxo-2,3-dihydro-1H-naphtho[1,2-e][1,4]-diazepin-5-yl)phenyl]nicotinamide